1,2-dioxane disodium salt [Na].[Na].O1OCCCC1